C(C)OC(=O)[C@H]1C(C[C@@H](CC1)C)=O |o1:5,8| rel-(1R,4R)-4-methyl-2-oxocyclohexane-1-carboxylic acid ethyl ester